C(C1=CC=CC=C1)N1C[C@@H](C[C@H](C1)O[Si](C)(C)C(C)(C)C)N1N=C(C=2C1=NC=NC2N)C2=C(C=C(C=C2)OC2=CC=CC=C2)F 1-((3r,5r)-1-benzyl-5-((tert-butyldimethylsilyl)oxy)piperidin-3-yl)-3-(2-fluoro-4-phenoxyphenyl)-1H-pyrazolo[3,4-d]pyrimidin-4-amine